2-(4-bromophenyl)-1-methylpiperidine BrC1=CC=C(C=C1)C1N(CCCC1)C